2-[4-[[[1-[3-(2,6-dioxo-3-piperidyl)phenyl]-4-piperidyl]-methyl-amino]methyl]cyclohexyl]-7-isopropoxy-N-[6-(trifluoromethyl)-2-pyridyl]imidazo[1,2-a]pyridine-6-carboxamide O=C1NC(CCC1C=1C=C(C=CC1)N1CCC(CC1)N(C)CC1CCC(CC1)C=1N=C2N(C=C(C(=C2)OC(C)C)C(=O)NC2=NC(=CC=C2)C(F)(F)F)C1)=O